4-Isobutyl-5-methylpyrrolidine-2-one C(C(C)C)C1CC(NC1C)=O